OC1=CC=C(C=C1)C(C1=CC=C(C=C1)O)C1=CC=C(C=C1)C(C)(C)C 1,1-bis(4-hydroxyphenyl)-(4-tert-butylphenyl)methane